ClC=1C(N(N=CC1OCC=1C=NC(=CC1)I)CC(C)(C)Cl)=O 4-chloro-2-(2-chloro-2-methyl-propyl)-5-(6-iodo-3-pyridylmethoxy)pyridazin-3(2H)-one